BrC=1C=C(C=C2C=CN=CC12)F 8-bromo-6-fluoroisoquinoline